4,4,5,5-tetramethyl-2-(spiro[cyclohexane-1,9'-fluoren]-4'-yl)-1,3,2-dioxaborolane CC1(OB(OC1(C)C)C1=CC=CC=2C3(C4=CC=CC=C4C12)CCCCC3)C